(R)-1-(4-((5-(1-(2,2-difluoroethyl)-1H-benzo[d][1,2,3]triazol-6-yl)-4-methoxypyrrolo[2,1-f][1,2,4]triazin-2-yl)amino)-3,3-difluoropyrrolidin-1-yl)propan-1-one FC(CN1N=NC2=C1C=C(C=C2)C=2C=CN1N=C(N=C(C12)OC)N[C@H]1C(CN(C1)C(CC)=O)(F)F)F